[F-].[F-].[Zr+2] zirconium difluoride